C(C)C=1C=C(C=C2C=NC(=NC12)N[C@@H]1CNCCC1)C1=CC=C2C(=NC=NN21)NC[C@@H](CC)O (R)-1-((7-(8-ethyl-2-(((S)-piperidin-3-yl)amino)quinazolin-6-yl)pyrrolo[2,1-f][1,2,4]triazin-4-yl)amino)butan-2-ol